C(C)(C)N1CCC(CC1)N1C=CC2=CC=CC=C12 1-(1-isopropylpiperidin-4-yl)-1H-indole